COC(=O)C1(C(NC(C1)=O)C1=CC(=CC=C1)OC)SC1=CC=C(C=C1)C 2-(3-methoxyphenyl)-5-oxo-3-p-tolylsulfanyl-pyrrolidine-3-carboxylic acid methyl ester